bromo-2-ethylbenzoic acid methyl ester COC(C1=C(C(=CC=C1)Br)CC)=O